4-amino-6-(3-cyanophenyl)-N-ethyl-7-(1-methyl-6-oxo-1,6-dihydropyridin-3-yl)pyrazolo[1,5-a]pyrazine-2-carboxamide NC=1C=2N(C(=C(N1)C1=CC(=CC=C1)C#N)C1=CN(C(C=C1)=O)C)N=C(C2)C(=O)NCC